O1C=CN=CCC1 6,7-dihydro-1,4-oxaazepine